glycolyl-neuraminic acid C(CO)(=O)C1C(C(O)=O)(O)O[C@H]([C@@H]([C@H]1O)N)[C@H](O)[C@H](O)CO